tert-butyl 2-(5-(2-(((1r,3r)-3-(difluoromethyl) cyclobutyl) (isopropyl) carbamoyl)-4-fluorophenoxy) pyrimidin-4-yl)-2,7-diazaspiro[3.5]nonane-7-carboxylate FC(C1CC(C1)N(C(=O)C1=C(OC=2C(=NC=NC2)N2CC3(C2)CCN(CC3)C(=O)OC(C)(C)C)C=CC(=C1)F)C(C)C)F